C(C)(C)(C)OC(=O)N1C[C@@H]([C@H](C1)C=1SC=CC1)C(=O)N1C(OC[C@H]1CC1=CC=CC=C1)=O (3R,4R)-3-[(4R)-benzyl-2-oxo-oxazolidine-3-carbonyl]-4-(thiophen-2-yl)-pyrrolidine-1-carboxylic acid tert-butyl ester